4-hydrazineyl-1-methyl-piperidine N(N)C1CCN(CC1)C